2-(4-fluoro-2-methoxyphenoxy)-N-(6-oxo-1,6-dihydropyridazin-4-yl)-5-(trifluoromethyl)benzamide FC1=CC(=C(OC2=C(C(=O)NC=3C=NNC(C3)=O)C=C(C=C2)C(F)(F)F)C=C1)OC